CN(C)C[C@H]1COC[C@H](N1)C=1C=2N(C=CC1)C(=C(N2)C#CCNC2=C(C=C(C=C2)S(=O)(=O)C)OC)CC(F)(F)F N-(3-(8-((3R,5S)-5-((dimethylamino)methyl)morpholin-3-yl)-3-(2,2,2-trifluoroethyl)imidazo[1,2-a]pyridin-2-yl)prop-2-yn-1-yl)-2-methoxy-4-(methylsulfonyl)aniline